1-(hex-5-en-1-yloxy)octadecane C(CCCC=C)OCCCCCCCCCCCCCCCCCC